FC=1[C@]2(C3=CC=CC=C3C1C)CC(CCC2)=O (S)-2'-fluoro-3'-methylspiro[cyclohexane-1,1'-indene]-3-one